4-(6-(6-((6-methoxypyridin-3-yl)methyl)-3,6-diazabicyclo[3.1.1]heptan-3-yl)pyridin-3-yl)-1-methyl-1H-indazole-3-carbonitrile COC1=CC=C(C=N1)CN1C2CN(CC1C2)C2=CC=C(C=N2)C2=C1C(=NN(C1=CC=C2)C)C#N